Phloroglucinol Monohydrate O.C1(O)=CC(O)=CC(O)=C1